CC1=C(C(=CC=C1C1=NC(=CC2=C1C=CN2C)NC=2SC(=CN2)C)C)NC(C=C)=O N-(2,6-dimethyl-3-(1-methyl-6-((5-methylthiazol-2-yl)amino)-1H-pyrrolo[3,2-c]pyridin-4-yl)phenyl)acrylamide